N,N-dimethylamide C[N-]C